CS(=O)(=O)OC1=CC(=CC(=C1)[N+](=O)[O-])Cl.[Na] Sodium (3-chloro-5-nitrophenyl) methylsulfonate